ethyl 4-(3-chloro-4-((3,5-difluoropyridin-2-yl)methoxy-d2)-3'-fluoro-5',6-dimethyl-2-oxo-2H-[1,4'-bipyridin]-2'-yl)pyrimidine-2-carboxylate ClC=1C(N(C(=CC1OC([2H])([2H])C1=NC=C(C=C1F)F)C)C1=C(C(=NC=C1C)C1=NC(=NC=C1)C(=O)OCC)F)=O